C1=CC=CC=2SC3=CC=CC4=C3N(C12)C1=CC=CC=C1C4=O 9H-quino[3,2,1-kl]phenothiazin-9-one